3-iodo-8-azabicyclo[3.2.1]Octane-8-carboxylic acid tert-butyl ester C(C)(C)(C)OC(=O)N1C2CC(CC1CC2)I